O1CC(C1)CC(=O)N oxetan-3-yl-acetamide